C(C1=CC=CC=C1)NC(N(C1=NC=C(C=C1)C=1C=NN(C1)C)[C@@H]1CC[C@H](CC1)NC1=NC=C(C(=N1)N(C)CCOC)C#N)=O 3-benzyl-1-(trans-4-((5-cyano-4-((2-methoxyethyl)(methyl)-amino)pyrimidin-2-yl)amino)-cyclohexyl)-1-(5-(1-methyl-1H-pyrazol-4-yl)pyridin-2-yl)urea